(2S,3S,4R,5R)-4-[[3-(3,4-Difluoro-2-isopropoxy-phenyl)-4,5-dimethyl-5-(trifluoromethyl)tetrahydrofuran-2-carbonyl]amino]pyridin-2-carboxamid FC=1C(=C(C=CC1F)[C@H]1[C@H](O[C@]([C@@H]1C)(C(F)(F)F)C)C(=O)NC1=CC(=NC=C1)C(=O)N)OC(C)C